tetramercapto-bis(trichlorosilyl)coronene SC1=C(C2=C(C(=C3C(=C(C4=CC=C5C=CC6=CC=C1C=1C2=C3C4=C5C16)[Si](Cl)(Cl)Cl)[Si](Cl)(Cl)Cl)S)S)S